trichlorocadmium Cl[Cd](Cl)Cl